COC=1C(=CC=C2C(CC(OC12)C1=CC=C(C=C1)OCCCCOC1OCCCC1)=O)OCOC 8-methoxy-7-(methoxy-methoxy)-2-(4-(4-((tetrahydro-2H-pyran-2-yl)oxy)butoxy)phenyl)chroman-4-one